CC1(OB(OC1(C)C)C=1C=NN(C1)C(C(=O)OC)C)C methyl 2-(4-(4,4,5,5-tetramethyl-1,3,2-dioxaborolan-2-yl)-1H-pyrazol-1-yl)propanoate